arachidyl ether C(CCCCCCCCCCCCCCCCCCC)OCCCCCCCCCCCCCCCCCCCC